FC1=C(C=CC=C1)CC(=O)NC1=CC(=C(C=C1)N1N=CC(=C1)C(C)(C)O)S(N)(=O)=O 2-(2-Fluorophenyl)-N-{4-[4-(2-hydroxy-prop-2-yl)-1H-pyrazol-1-yl]-3-sulfamoylphenyl}acetamide